2-((2-chloro-6-methylquinolin-3-yl)methyl)hexahydro-2H-pyrazino[1,2-a]pyrazine-6,9-dione ClC1=NC2=CC=C(C=C2C=C1CN1CC2N(CC1)C(CNC2=O)=O)C